FC([C@@H]1[C@H](C1)C=1C=2N(N=C(C1)C=1C=NC=NC1)C=NC2)F 5-(4-((1S,2S)-2-(difluoromethyl)cyclopropyl)imidazo[1,5-b]pyridazin-2-yl)pyrimidine